2-(indolin-1-ylmethyl)-7-(trifluoromethyl)-3H-quinazolin-4-one N1(CCC2=CC=CC=C12)CC1=NC2=CC(=CC=C2C(N1)=O)C(F)(F)F